IC1=CC(=C2CCC(CC2=C1OC)N)OC 7-iodo-5,8-dimethoxy-1,2,3,4-tetrahydronaphthalen-2-amine